ClC1CCC(NC1)N1CCNCC1 1-(5-chloro-2-piperidinyl)piperazine